C(C(=C)C)(=O)O.C(C(=C)C)(=O)O.C(C(=C)C)(=O)O.C(O)C(CCC)(CO)CO trimethylolbutane trimethacrylate